1,2-di-(13E-docosenoyl)-sn-glycero-3-phosphocholine CCCCCCCC/C=C/CCCCCCCCCCCC(=O)OC[C@H](COP(=O)([O-])OCC[N+](C)(C)C)OC(=O)CCCCCCCCCCC/C=C/CCCCCCCC